N1=C(C=CC(=C1)C(=O)Cl)C(=O)Cl pyridine-2,5-dicarbonyl chloride